4-bromo-3-methylbenzofuran BrC1=CC=CC2=C1C(=CO2)C